5-(tetrahydro-2H-pyran-4-ylamino)pyrazine-2-carboxamide hemifumarate C(\C=C\C(=O)O)(=O)O.O1CCC(CC1)NC=1N=CC(=NC1)C(=O)N.O1CCC(CC1)NC=1N=CC(=NC1)C(=O)N